1-((2-Methyl-5-(5-methyl-4-((2-(trimethylsilyl)ethoxy)methyl)-4H-1,2,4-triazol-3-yl)pyridin-3-yl)methyl)cyclopropane-1-carbonitrile CC1=NC=C(C=C1CC1(CC1)C#N)C1=NN=C(N1COCC[Si](C)(C)C)C